COC1=CC=C(C=C1)C(OC[C@@]1(COC[C@@H](O1)N1C=2N=C(NC(C2N=C1)=O)C(C(=O)N)(C)C)CO)(C1=CC=CC=C1)C1=CC=C(C=C1)OC [9-[(2R,6S)-6-[[bis(4-methoxyphenyl)-phenyl-methoxy]methyl]-6-(hydroxymethyl)-1,4-dioxan-2-yl]-6-oxo-1H-purin-2-yl]-2-methyl-propionamide